C(C1=CC=CC=C1)O[C@]1(C2=NN=C(C3=C(C=C(C(SCCC=CC1)=N3)C(F)(F)F)NC(OC(C)(C)C)=O)O2)C(F)(F)F tert-butyl N-[(6R)-6-benzyloxy-6,14-bis(trifluoromethyl)-18-oxa-12-thia-3,4,17-triazatricyclo[11.3.1.12,5]octadeca-1(16),2,4,8,13(17),14-hexaen-16-yl]carbamate